NC1=C(C(=O)O)C=C(C=C1C)I 2-amino-5-iodo-3-methyl-benzoic acid